CC1=CC(=NC(=N1)N1C[C@H](CC1)CNC1=C(C=CC=C1)C(F)(F)F)C(=O)O |r| (±)-6-methyl-2-(3-(((2-(trifluoromethyl)phenyl)amino)methyl)pyrrolidin-1-yl)pyrimidine-4-carboxylic acid